titanium {bis(trimethylsilyl)amide} dichloride [Cl-].[Cl-].C[Si](C)(C)[N-][Si](C)(C)C.[Ti+3]